tert-butyl 7-[6-cyclopropyl-8-(2,2-difluoroethoxy)-7-(5-methyl-1H-indazol-4-yl)-2-{[(2S)-1-methylpyrrolidin-2-yl] methoxy} quinazolin-4-yl]-2,7-diazaspiro[3.5]nonane-2-carboxylate C1(CC1)C=1C=C2C(=NC(=NC2=C(C1C1=C2C=NNC2=CC=C1C)OCC(F)F)OC[C@H]1N(CCC1)C)N1CCC2(CN(C2)C(=O)OC(C)(C)C)CC1